N1=CC(=CC=C1)CCO 2-(3-Pyridyl)ethanol